6-((1R,3r)-3-aminocyclobutyl)-7H-pyrrolo[2,3-d]pyrimidin-4-amine NC1CC(C1)C1=CC2=C(N=CN=C2N)N1